ClC1=C(C=C(C(=C1)F)F)[C@@H]([C@H](C)C=1N(C(C(=C(N1)C(=O)NC=1C=NOC1)O)=O)C)C=1C=NN(C1)CC 2-((1S,2S)-1-(2-chloro-4,5-difluorophenyl)-1-(1-ethyl-1H-pyrazol-4-yl)propan-2-yl)-5-hydroxy-N-(isoxazol-4-yl)-1-methyl-6-oxo-1,6-dihydropyrimidine-4-carboxamide